(S)-5-{[1-{[2-oxo-2-{4-[5-(trifluoromethyl)pyrimidin-2-yl]piperazin-1-yl}ethoxy]amino}propane-2-yl]Amino}-4-(trifluoromethyl)pyridazin-3(2H)-one O=C(CONC[C@H](C)NC1=C(C(NN=C1)=O)C(F)(F)F)N1CCN(CC1)C1=NC=C(C=N1)C(F)(F)F